(2E)-4-(dimethylamino)-1-[4-({4-[(2-fluoro-4-{[1-(5-fluoro-6-methylpyridin-3-yl)pyrazol-3-yl]oxy}phenyl)amino]-7-methoxyquinazolin-6-yl}amino)piperidin-1-yl]but-2-en-1-one CN(C/C=C/C(=O)N1CCC(CC1)NC=1C=C2C(=NC=NC2=CC1OC)NC1=C(C=C(C=C1)OC1=NN(C=C1)C=1C=NC(=C(C1)F)C)F)C